2-bromo-5-fluoro-pyridin-1-ium-1-amine 2,4,6-trimethylbenzenesulfonate CC1=C(C(=CC(=C1)C)C)S(=O)(=O)[O-].BrC1=[N+](C=C(C=C1)F)N